2-(2-hydroxyethyl)-2,5,7,8-tetramethylchroman-6-ol OCCC1(OC2=C(C(=C(C(=C2CC1)C)O)C)C)C